COC([C@@H](NC(\C=C\C1=CC(O)=C(O)C=C1)=O)CC1=CC=CC=C1)=O N-caffeoylphenylalanine methyl ester